O=C1NC2CCC1(C2)C(=O)O 3-oxo-2-azabicyclo[2.2.1]heptane-4-carboxylic acid